CSC1=CC=C(C=C1)C(C=CC1=C(C(=C(C(=C1)C)C(=O)O)C)OC(C)C)=O 1-[4-methylsulfanyl-phenyl]-3-[3,5-dimethyl-4-carboxydimethyl-methoxyphenyl]prop-2-en-1-one